(R)-(4-(3-chloro-4-(2-chloro-3-(4-chloro-6-methoxy-5-((((5-oxopyrrolidin-2-yl)methyl)amino)methyl)pyridin-2-yl)phenyl)pyridin-2-yl)-2-methoxybenzyl)glycine ClC=1C(=NC=CC1C1=C(C(=CC=C1)C1=NC(=C(C(=C1)Cl)CNC[C@@H]1NC(CC1)=O)OC)Cl)C1=CC(=C(CNCC(=O)O)C=C1)OC